18-aminoabieta-8,11,13-triene sulfate CC(C)C1C=CC2=C(C=1)CCC1[C@](C)(CN)CCC[C@]21C.O=S(=O)(O)O